5-(2-fluoro-6-methylphenyl)-3-(4-(3-(hydroxymethyl)-4-methylpiperazin-1-yl)phenyl)-1H-pyrazolo[4,3-c]pyridazin-6(5H)-one FC1=C(C(=CC=C1)C)N1N=C2C(=CC1=O)NN=C2C2=CC=C(C=C2)N2CC(N(CC2)C)CO